NC1=NC(=C2C(=N1)N(N=C2)CC2=C(C=C(C=C2F)N)F)C2=CC(=NC=C2)C#N 4-(6-amino-1-(4-amino-2,6-difluorobenzyl)-1H-pyrazolo[3,4-d]pyrimidine-4-yl)picolinonitrile